CC1=NC2=CC(=CC(=C2C=C1)C1(CC1)NC(C1=C(C=CC(=C1)N1CC2CCC(C1)N2C)C)=O)C N-(1-(2,7-dimethylquinolin-5-yl)cyclopropyl)-2-methyl-5-(8-methyl-3,8-diazabicyclo[3.2.1]octan-3-yl)benzamide